S(=O)(=O)=NS(=O)(=O)C1=NN=NN1 sulfonyl-tetrazolesulfonamide